(1S,3R)-1-(4-bromo-2,6-difluorophenyl)-3-methyl-2-(2,2,2-trifluoroethyl)-2,3,4,9-tetrahydro-1H-pyrido[3,4-b]indole BrC1=CC(=C(C(=C1)F)[C@@H]1N([C@@H](CC2=C1NC1=CC=CC=C21)C)CC(F)(F)F)F